FC(C=1C(=C(C=CC1)[C@@H](C)NC=1C2=C(N=C(N1)C)C=NC(=C2)P2(CCN(CC2)C(=O)C2COC2)=O)F)F 4-[4-({(1R)-1-[3-(difluoromethyl)-2-fluorophenyl]ethyl}amino)-2-methylpyrido[3,4-d]pyrimidin-6-yl]-1-(oxetane-3-carbonyl)-1,4lambda5-azaphosphinan-4-one